4-(1-(2-Chloro-3-(1-(isopropylamino)ethyl)phenyl)-1H-imidazol-4-yl)-N-(1-(methylsulfonyl)piperidin-4-yl)-5-(trifluoromethyl)pyrimidin-2-amine ClC1=C(C=CC=C1C(C)NC(C)C)N1C=NC(=C1)C1=NC(=NC=C1C(F)(F)F)NC1CCN(CC1)S(=O)(=O)C